Tert-Butyl 4-[(2-ethenyl-4-fluorophenyl)methyl]-3-oxopiperazine-1-carboxylate C(=C)C1=C(C=CC(=C1)F)CN1C(CN(CC1)C(=O)OC(C)(C)C)=O